N1=C(C=CC=C1)C(=O)N1CCC(CC1)=O 1-picolinoylpiperidin-4-one